C(C)(C)(C)[C@@H]1CC=2C=C3C(=NC2CC1)SC(=N3)C(=O)N[C@H](CCN3CCC(CC3)O)C3=CC(=CC=C3)C(N[C@H]3CNC[C@@H]3O)=O (7S)-7-tert-butyl-N-[(1R)-3-(4-hydroxy-1-piperidyl)-1-[3-[[(3S,4S)-4-hydroxypyrrolidin-3-yl]carbamoyl]phenyl]propyl]-5,6,7,8-tetrahydrothiazolo[5,4-b]quinoline-2-carboxamide